ClCC1=C(C=C(C=C1)OCC1=CC(=CC=C1)F)F 1-(chloromethyl)-2-fluoro-4-((3-fluorobenzyl)oxy)benzene